2-hydroxyPhenyl-sulfonamide OC1=C(C=CC=C1)S(=O)(=O)N